1-(1-(triphenylmethyl)-1H-1,2,4-triazol-3-yl)ethan-1-one C1(=CC=CC=C1)C(N1N=C(N=C1)C(C)=O)(C1=CC=CC=C1)C1=CC=CC=C1